C(C)C1N(CCOC1)C1=CC(=NC(=N1)C1=CC=C2C(=N1)C=C(N2)CNC)CS(=O)(=O)N(C)C 1-{6-[3-ethylmorpholin-4-yl]-2-{2-[(methylamino)methyl]-1H-pyrrolo[3,2-b]pyridin-5-yl}pyrimidin-4-yl}-N,N-dimethylmethanesulfonamide